(4R)-4-[(4R)-4-ethyl-2-imino-4-methyl-6-oxo-hexahydropyrimidin-1-yl]-N-[(3S,4R)-6-fluoro-3-hydroxy-2,2-dimethyl-chroman-4-yl]chromane-6-carboxamide C(C)[C@]1(NC(N(C(C1)=O)[C@@H]1CCOC2=CC=C(C=C12)C(=O)N[C@H]1[C@@H](C(OC2=CC=C(C=C12)F)(C)C)O)=N)C